N-acetyl-2-(ethylsulfonyl)-N-[2-(methoxycarbonyl)-4-(trifluoromethoxy)phenyl]-4-(trifluoromethyl)benzamide C(C)(=O)N(C(C1=C(C=C(C=C1)C(F)(F)F)S(=O)(=O)CC)=O)C1=C(C=C(C=C1)OC(F)(F)F)C(=O)OC